tert-butyl 4-(4-(6-amino-5-chloro-2-fluoropyridin-3-yl)-2-(trifluoromethyl)phenyl)piperazine-1-carboxylate NC1=C(C=C(C(=N1)F)C1=CC(=C(C=C1)N1CCN(CC1)C(=O)OC(C)(C)C)C(F)(F)F)Cl